2-hydroxyBenzyl alcohol OC1=C(CO)C=CC=C1